BrC=1C(=CC(=C(C1)NC1=NC=NC(=C1N)Cl)N1CCN(CCC1)C)F N4-(5-bromo-4-fluoro-2-(4-methyl-1,4-diazepan-1-yl)phenyl)-6-chloropyrimidine-4,5-diamine